C(C1=CC=CC=C1)OCCC=1C=C2C(N(C(C2=CC1)=O)C1C(NC(CC1)=O)=O)=O 5-(2-(benzyloxy)ethyl)-2-(2,6-dioxopiperidin-3-yl)isoindoline-1,3-dione